CC1=NN(C(=C1C)O)C1=CC=CC=C1 3,4-dimethyl-1-phenyl-1H-pyrazol-5-ol